C1(CC1)C=1C=CC=2N(C1)C=C(N2)COC2=CC=NC=N2 6-((6-cyclopropylimidazo[1,2-a]pyridin-2-yl)methoxy)pyrimidin